OC(CNC(=O)C1=NC(=C(C=C1N)C(F)(F)F)Br)(C)C 3-Amino-6-bromo-5-trifluoromethyl-pyridine-2-carboxylic acid (2-hydroxy-2-methyl-propyl)-amide